C1=CC2=C(C(=C1)Cl)NC3=C4C(=C5C(=C23)C(=O)NC5=O)C6=C(N4)C(=CC=C6)Cl The molecule is an indolocarbazole compound having two chloro substituents and an additijonal fused pyrrole-2,5-dione ring. It is an organochlorine compound, an indolocarbazole and an organic heterohexacyclic compound.